CC(C(C)C)CC[C@@H](C)[C@H]1CC[C@H]2[C@@H]3CCC4CCCC[C@]4(C)[C@H]3CC[C@]12C 24-methylcholestan